C(C)(C)N1N=C(C=C1)C=1C=CC(=C(C1)S(=O)(=O)N)OC 5-(1-isopropyl-1H-pyrazol-3-yl)-2-methoxybenzenesulfonamide